4-(3,9-diazabicyclo[3.3.1]nonan-3-yl)-N-(7-fluoro-2-methylimidazo[1,2-a]pyridin-6-yl)-2,3-dihydro-1H-pyrrolo[2,3-b]pyridine-1-carboxamide formate C(=O)O.C12CN(CC(CCC1)N2)C2=C1C(=NC=C2)N(CC1)C(=O)NC=1C(=CC=2N(C1)C=C(N2)C)F